2-tert-butyl-4-methyl-5-amino-3-methylthiophene-2,4-dicarboxylic acid C(C)(C)(C)C1(SC(C(C1C)(C(=O)O)C)N)C(=O)O